4,5-diamino-2-((4-bromo-2-fluorophenyl)amino)-3-fluorobenzoic Acid NC1=C(C(=C(C(=O)O)C=C1N)NC1=C(C=C(C=C1)Br)F)F